C(#N)C1=C(C=CC(=C1)C(F)(F)F)N1CCC(CC1)(C(=O)NCCCN)C=1C=NC(=CC1)C=1N(C=CC1)C 1-[2-cyano-4-(trifluoromethyl)phenyl]-N-(3-aminopropyl)-4-[6-(1-methyl-1H-pyrrol-2-yl)pyridin-3-yl]piperidine-4-carboxamide